C(C)(C)(C)OC(=O)N1[C@@H](C=C(C1)C1=CC=C(C=C1)F)CO[Si](C1=CC=CC=C1)(C1=CC=CC=C1)C(C)(C)C (S)-2-(((tert-butyldiphenylsilyl)oxy)methyl)-4-(4-fluorophenyl)-2,5-dihydro-1H-pyrrole-1-carboxylic acid tert-butyl ester